p-chlorobenzoyl-L-tartaric acid ClC1=CC=C(C(=O)[C@@](C(=O)O)(O)[C@@H](O)C(=O)O)C=C1